tert-butyl (E)-3-(4-cyano-3,5-difluorophenyl)acrylate C(#N)C1=C(C=C(C=C1F)/C=C/C(=O)OC(C)(C)C)F